Tert-Butyl N-[4-[4-[[3-carbamoyl-1-[4-[methyl(2-oxoethyl)carbamoyl]phenyl]pyrazol-4-yl] carbamoyl]oxazol-2-yl]-2-pyridyl]-N-(cyclopropylmethyl)carbamate C(N)(=O)C1=NN(C=C1NC(=O)C=1N=C(OC1)C1=CC(=NC=C1)N(C(OC(C)(C)C)=O)CC1CC1)C1=CC=C(C=C1)C(N(CC=O)C)=O